furo[2,3-d]isoxazole O1N=CC2=C1C=CO2